(3R)-3-(4-chlorophenyl)-3-{[1-(hydroxymethyl)cyclopropyl]methoxy}-6-(2-hydroxypropan-2-yl)-2-[(5-methylpyrazin-2-yl)methyl]-2,3-dihydro-1H-isoindol-1-one ClC1=CC=C(C=C1)[C@@]1(N(C(C2=CC(=CC=C12)C(C)(C)O)=O)CC1=NC=C(N=C1)C)OCC1(CC1)CO